(2-methoxyethyl)thymine COCCCC=1C(NC(NC1)=O)=O